ClC1=CC(=C(N=N1)OC(F)F)C1=CC(=NC=C1C(=O)NC=1SC2=C(N1)CN(C2)C(C2=NC=C(C=C2)C(F)F)=O)C 4-(6-chloro-3-(difluoromethoxy)pyridazin-4-yl)-N-(5-(5-(difluoromethyl)picolinoyl)-5,6-dihydro-4H-pyrrolo[3,4-d]thiazol-2-yl)-6-methylnicotinamide